2-(3-Fluorocyclobutyl)-3-(7-methyl-1H-indazol-5-yl)-5-(trifluoromethyl)imidazo[4,5-b]pyridine FC1CC(C1)C1=NC=2C(=NC(=CC2)C(F)(F)F)N1C=1C=C2C=NNC2=C(C1)C